C(CCCCCCC)(=O)C(O)C(O)CO caprylyl-glycerol